BrC1SC2=C(C1(C)C)C=CC=C2 bromo-3,3-dimethyl-2,3-dihydrobenzothiophene